N-[4-fluoro-2-(4-methylpiperazin-1-yl)-5-[6-(morpholin-4-ylmethyl)pyridin-3-yl]phenyl]-6-oxo-4-(trifluoromethyl)-1H-pyridine-3-carboxamide FC1=CC(=C(C=C1C=1C=NC(=CC1)CN1CCOCC1)NC(=O)C1=CNC(C=C1C(F)(F)F)=O)N1CCN(CC1)C